NCCC[Si](OCC)(CC)C(C)C 3-aminopropyl-isopropyl-ethyl-ethoxysilane